3-(2,4-dimethylthiophen-3-yl)-1-[(1-methyl-1H-pyrazol-4-yl)(oxazolidin-4-yl)sulfamoyl]urea CC=1SC=C(C1NC(NS(N(C1NCOC1)C=1C=NN(C1)C)(=O)=O)=O)C